O1N=CC=C1C(=O)Cl isoxazole-5-carbonyl chloride